7-{[3-(3-chloro-2-methylphenyl)piperidin-3-yl]amino}-2-(2,2,2-trifluoroethyl)isoquinolin-1-one hydrochloride Cl.ClC=1C(=C(C=CC1)C1(CNCCC1)NC1=CC=C2C=CN(C(C2=C1)=O)CC(F)(F)F)C